4-[6-(4-benzyloxycarbonyl-5-methyl-2,3-dihydroquinoxalin-1-yl)-2-methylsulfinyl-7-oxo-pyrido[2,3-d]pyrimidin-8-yl]-N-(2-methoxyethyl)-N-methyl-aniline oxide C(C1=CC=CC=C1)OC(=O)N1CCN(C2=CC=CC(=C12)C)C1=CC2=C(N=C(N=C2)S(=O)C)N(C1=O)C1=CC=C([N+](C)(CCOC)[O-])C=C1